CS(=O)CCOC=1C=C(/C=C/N2C(=CC(C=C2C)=O)C)C=CC1OC(F)F (E)-1-(3-Methylsulfinylethoxy-4-difluoromethoxystyryl)-2,6-dimethylpyridin-4(1H)-on